3-O-methyl-Rhamnose CO[C@@H]([C@H](C=O)O)[C@@H](O)[C@@H](O)C